FC(C(C)O)(C(C(F)(F)F)(F)F)F 3,3,4,4,5,5,5-heptafluoropentan-2-ol